(((2S,4S)-4-((2-(((3-Chloro-5-fluoropyridin-2-yl)amino)methyl)pyrimidin-4-yl)oxy)-2-methylpiperidin-1-yl)methyl)-1-(((S)-oxetan-2-yl)methyl)-1H-benzo[d]imidazole-6-carboxylic acid ClC=1C(=NC=C(C1)F)NCC1=NC=CC(=N1)O[C@@H]1C[C@@H](N(CC1)CC1=NC2=C(N1C[C@H]1OCC1)C=C(C=C2)C(=O)O)C